ClC1=C2C(=NN(C2=C(C=C1)[N+](=O)[O-])CC(F)F)N(S(=O)(=O)C)CC1=CC=C(C=C1)OC N-(4-chloro-1-(2,2-difluoroethyl)-7-nitro-1H-indazol-3-yl)-N-(4-methoxybenzyl)methanesulfonamide